Cl.NC=1C=2N(C3=CC(=C(C=C3N1)F)C(=O)O)C=NC2 4-amino-7-fluoro-imidazo[1,5-a]quinoxaline-8-carboxylic acid hydrochloride